O[C@@]1(CN(CC1)C[C@@H](C)NC([O-])=O)C |o1:1,7| ((R or S)-1-((S or R)-3-hydroxy-3-methylpyrrolidin-1-yl)propan-2-yl)carbamate